CN(S(=O)(=O)C1=CC=CC=C1)C N,N-dimethyl-benzene-1-sulfonamide